CC=1N=CN2C1C(NC1=CC=C(C=C21)C(=O)OC)=C=O methyl 3-methyl-4-carbonyl-4,5-dihydroimidazo[1,5-a]quinoxaline-8-carboxylate